CN(C(NCCCC(=O)N1[C@@H]([C@H]2C([C@H]2C1)(C)C)C(=O)OC)=S)C Methyl (1R,2S,5S)-3-((S)-3,3-dimethyl-2-thioureidobutanoyl)-6,6-dimethyl-3-azabicyclo[3.1.0]hexane-2-carboxylate